2-(1-isopropyl-4-methyl-1H-pyrazol-5-yl)-4-(4-(1-methyl-4-(trifluoromethyl)-1H-imidazol-2-yl)benzyl)-6,7-dihydropyrazolo[1,5-a]pyrimidin-5(4H)-one C(C)(C)N1N=CC(=C1C1=NN2C(N(C(CC2)=O)CC2=CC=C(C=C2)C=2N(C=C(N2)C(F)(F)F)C)=C1)C